C(C1=CC=CC=C1)OC=1C(=C(OCC(=O)NC2=CC(=NN2C(C)(C)C)C2CC(C2)O[Si](C2=CC=CC=C2)(C2=CC=CC=C2)C(C)(C)C)C=C(C1)OC)C=O 2-(3-(benzyloxy)-2-formyl-5-methoxyphenoxy)-N-(1-(tert-butyl)-3-((1s,3s)-3-((tert-butyldiphenylsilyl)oxy)cyclobutyl)-1H-pyrazol-5-yl)acetamide